(1R,2R,3S,4S)-1-((2S,3S,4S,5S,6S)-6-butoxy-2,3,4,7-tetrahydroxyheptyl)-3,4,5-trihydroxy-2-(hydroxymethyl)tetrahydro-1H-thiophen-1-ium chloride [Cl-].C(CCC)O[C@@H](C[C@@H]([C@@H]([C@@H](C[S@@+]1[C@@H]([C@H]([C@@H](C1O)O)O)CO)O)O)O)CO